Cl.Cl.Cl.FC(C1=CC=C(C=CC2C(CNC2)NC2=NC=CC=N2)C=C1)(F)F N-(4-(4-(trifluoromethyl)styryl)pyrrolidin-3-yl)pyrimidin-2-amine tri-hydrochloride